2,2'-bis(carboxylmethoxy)-1,1'-binaphthyl C(=O)(O)COC1=C(C2=CC=CC=C2C=C1)C1=C(C=CC2=CC=CC=C12)OCC(=O)O